FC=1C=C(C=C(C1)OC)N1CCN(CC1)C(=O)C1=NN(C(C2=CC=CC=C12)=O)C 4-(4-(3-fluoro-5-methoxyphenyl)piperazine-1-carbonyl)-2-methylphthalazin-1(2H)-one